NC=1C(=C2CCCN(C2=NC1)C(=O)OC(C)(C)C)N1C[C@H](CCC1)NC(=O)OC(C)(C)C tert-Butyl 6-amino-5-{(3S)-3-[(tert-butoxycarbonyl)amino]piperidin-1-yl}-3,4-dihydro-1,8-naphthyridine-1(2H)-carboxylate